(rac)-(2s,4s)-2-(6-(4-isopropylphenyl)-2-azaspiro[3.4]octane-2-carbonyl)-7-oxa-5-azaspiro[3.4]octane-6-one C(C)(C)C1=CC=C(C=C1)[C@H]1CC2(CN(C2)C(=O)C2CC3(C2)NC(OC3)=O)CC1 |r|